C1NCC12CCC(CC2)OC=2C=CC=C1C(=NN(C21)C)C2C(NC(CC2)=O)=O 3-(7-((2-azaspiro[3.5]nonan-7-yl)oxy)-1-methyl-1H-indazol-3-yl)piperidine-2,6-dione